4-morpholinomethylbenzenboronic acid O1CCN(CC1)CC1=CC=C(C=C1)B(O)O